N[C@@H](C1=C(C=C(C(=C1)Cl)Cl)O)C1CCN(CC1)C(=O)C=1N=NNC1 2-[(R)-amino[1-(1H-1,2,3-triazole-4-carbonyl)piperidin-4-yl]methyl]-4,5-dichlorophenol